O1COCCO1 1,3,6-trioxane